tetrahydro-2H-pyran-4-ylcarbamate O1CCC(CC1)NC([O-])=O